ethyl (E)-4-{[4-(7-chloro-10-methyl-11-oxo-10,11-dihydro-5H-dibenzo[b,e][1,4]diazepin-5-yl)butyl]amino}but-2-enoate maleate C(\C=C/C(=O)O)(=O)O.ClC1=CC2=C(N(C(C3=C(N2CCCCNC/C=C/C(=O)OCC)C=CC=C3)=O)C)C=C1